(R)-4-Fluoro-N-((1-(4-(hydroxyamino)-1-(naphthalin-2-yl)-4-oxobutan-2-yl)-1H-1,2,3-triazol-4-yl)methyl)-N-methylbenzamid FC1=CC=C(C(=O)N(C)CC=2N=NN(C2)[C@H](CC2=CC3=CC=CC=C3C=C2)CC(=O)NO)C=C1